CCCCCCCCCCCCCC[C@H]([C@H]([C@H](COP(=O)(O)O)NC(=O)CCCCC)O)O The molecule is a ceramide 1-phosphate in which the sphingoid and acyl components are specified as phytosphingosine and hexanoyl respctively. It derives from a hexanoic acid. It is a conjugate acid of a N-hexanoylphytosphingosine 1-phosphate(2-).